6-ethyl-3,7-dihydroxy-22-cholen-24-oic acid ethyl ester C(C)OC(C=C[C@@H](C)[C@H]1CC[C@H]2[C@@H]3C(C(C4CC(CC[C@]4(C)[C@H]3CC[C@]12C)O)CC)O)=O